2-(4-chloro-3-fluoro-phenyl)oxazole-5-carboxylic acid ClC1=C(C=C(C=C1)C=1OC(=CN1)C(=O)O)F